3-trifluoromethylphenylboronic acid FC(C=1C=C(C=CC1)B(O)O)(F)F